N-[(E)-4-[methoxy(methyl)amino]-4-oxo-but-2-enoyl]carbamic acid methyl ester COC(NC(\C=C\C(=O)N(C)OC)=O)=O